methyl 2-(2,4-difluorophenoxy)pyrimidine-5-carboxylate FC1=C(OC2=NC=C(C=N2)C(=O)OC)C=CC(=C1)F